C(C=C)(=O)OCCCOC1=CC=C(C(=O)OC2=C(C=C(C=C2)OC(C2=CC=C(C=C2)OCCCOC(C=C)=O)=O)C)C=C1 1,4-bis[4-(3-acryloyloxypropoxy)benzoyloxy]-2-methylbenzene